C1(=CC=CC=C1)P(CCCCP(C1=CC=CC=C1)C1=CC=CC=C1)C1=CC=CC=C1 tetramethylenebis(diphenylphosphine)